FC1=C(N=C(C2=C1N=C(N=C2)S(=O)C)N2[C@@](CC2)(C(=O)NC)C)C2=CC(=CC1=CC=C(C(=C21)C#C[Si](C(C)C)(C(C)C)C(C)C)F)OCOC (2S)-1-{8-fluoro-7-[7-fluoro-3-(methoxymethoxy)-8-[2-(triisopropyl-silyl)ethynyl]naphthalen-1-yl]-2-methanesulfinylpyrido[4,3-d]pyrimidin-5-yl}-N,2-dimethylazetidine-2-carboxamide